2-methylthio-4,6-di(ethylamino)-1,3,5-triazine CSC1=NC(=NC(=N1)NCC)NCC